1-(tert-butyl) 4-(1,1,1,3,3,3-hexafluoroprop-2-yl) piperazine-1,4-dicarboxylate N1(CCN(CC1)C(=O)OC(C(F)(F)F)C(F)(F)F)C(=O)OC(C)(C)C